FC(CN1N=CC=2C1=NC(=CN2)N2CCC1(CCN(C1=O)C1=NC=CC(=C1)C(F)(F)F)CC2)(F)F 8-[1-(2,2,2-trifluoroethyl)-1H-pyrazolo[3,4-b]pyrazin-6-yl]-2-[4-(trifluoromethyl)pyridin-2-yl]-2,8-diazaspiro[4.5]decan-1-one